C(C1CO1)C1(CCC(CC1)(CO)CC1CO1)CO diglycidyl-1,4-cyclohexanedimethanol